IC1=NN(C(=C1C=O)C)C 3-iodo-1,5-dimethyl-pyrazole-4-carbaldehyde